COCOC1=C2C(CCOC2=CC(=C1)C#C)C 5-[(Methoxymethyl)oxy]-4-methyl-3,4-dihydro-2H-chromen-7-yl-acetylene